ClC1=CC(=C(C=C1)[C@@]1(OC2=C(O1)C=CC=C2C2CCN(CC2)CC2=NC=C(C#N)C=C2CC2(CC2)C#N)C)F (S)-6-((4-(2-(4-chloro-2-fluorophenyl)-2-methylbenzo[d][1,3]dioxol-4-yl)piperidin-1-yl)methyl)-5-((1-cyanocyclopropyl)methyl)nicotinonitrile